2-(6-(2-(2-fluoro-6-(trifluoromethyl)benzyl)-2H-tetrazol-5-yl)pyridin-2-yl)-2-hydroxypropane-1-sulfonamide FC1=C(CN2N=C(N=N2)C2=CC=CC(=N2)C(CS(=O)(=O)N)(C)O)C(=CC=C1)C(F)(F)F